CN(C1=CC=C(C=N1)C1=CC=C(C=C1)NC(C(C)(C)OC1=CC=C(C=C1)F)=O)C N-(4-(6-(dimethylamino)pyridin-3-yl)phenyl)-2-(4-fluorophenoxy)-2-methylpropanamide